Heptadecan-9-yl 8-((6-((((3-hexylnonyl)oxy)carbonyl)oxy)hexyl)(3-((2-(methylamino)-3,4-dioxocyclobut-1-en-1-yl)amino)propyl)amino)octanoate Ethyl-3-hexylnon-2-enoate C(C)OC(C=C(CCCCCC)CCCCCC)=O.C(CCCCC)C(CCOC(=O)OCCCCCCN(CCCCCCCC(=O)OC(CCCCCCCC)CCCCCCCC)CCCNC1=C(C(C1=O)=O)NC)CCCCCC